S1C=CC2=C1NC=C2 6H-THIENO[2,3-B]PYRROLE